BrC1=CC=C(OCC2N(C(OC2)=O)C(C)C)C=C1 4-((4-bromophenoxy)methyl)-3-isopropyloxazolidin-2-one